5-(4-(((2s,6s)-6-((dimethylamino)methyl)-6-methyl-1,4-dioxan-2-yl)methoxy)phenyl)-2-oxo-6-(trifluoromethyl)-1,2-dihydropyridine-3-carboxamide CN(C)C[C@]1(COC[C@H](O1)COC1=CC=C(C=C1)C=1C=C(C(NC1C(F)(F)F)=O)C(=O)N)C